(R)-3-methyl-4-(9-(methylsulfonyl)-2-(1H-pyrrolo[2,3-b]pyridin-4-yl)-9H-purin-6-yl)morpholine C[C@H]1N(CCOC1)C1=C2N=CN(C2=NC(=N1)C1=C2C(=NC=C1)NC=C2)S(=O)(=O)C